ClC1=CC(=C(C=C1)C1=NC(=NC2=C1N=C(N(C2=O)C)C)N2CC(N(CC2)C2CC2)C#N)F 4-[8-(4-chloro-2-fluoro-phenyl)-4-keto-2,3-dimethyl-pyrimido[5,4-d]pyrimidin-6-yl]-1-cyclopropyl-piperazine-2-carbonitrile